trimethyl-1,3,5-triazine CC1=NC(=NC(=N1)C)C